4-(1-ethoxy-6-((5-methoxy-7-methyl-1H-indol-4-yl)methyl)-6-azaspiro[2.5]octan-5-yl)benzoic acid C(C)OC1CC12CC(N(CC2)CC2=C1C=CNC1=C(C=C2OC)C)C2=CC=C(C(=O)O)C=C2